(R)-bicyclo[2.2.2]oct-1-yl-(5-chloro-6-fluoro-1H-indazol-7-yl)methanol C12(CCC(CC1)CC2)[C@@H](O)C=2C(=C(C=C1C=NNC21)Cl)F